ClCC(=O)NC1=C(C=C(C=C1)C1=NC(=NC=C1)NC1=NN(C=C1)C)C chloro-N-(2-methyl-4-(2-((1-methyl-1H-pyrazol-3-yl)amino)pyrimidin-4-yl)phenyl)acetamide